O1[C@@H](COCC1)COC1=CC=2N(C=C1)C(=CN2)C=2C=C1CCN(C(C1=C(C2)OC)=O)CC(F)(F)F 6-[7-[[(2S)-1,4-dioxan-2-yl]methoxy]imidazo[1,2-a]pyridin-3-yl]-8-methoxy-2-(2,2,2-trifluoroethyl)-3,4-dihydroisoquinolin-1-one